rac-dimethylsilylene-bis(4,5,6,7-tetrahydro-1-indenyl)zirconium (IV) dichloride [Cl-].[Cl-].C[Si](=[Zr](C1C=CC=2CCCCC12)C1C=CC=2CCCCC12)C